COCC1=CC=C(C=C1)COC 1,4-bismethoxymethylbenzene